BrCC=1C(=CC=C2C=C(C=NC12)C)Cl 8-(bromomethyl)-7-chloro-3-methylquinoline